6-amino-9-(4-((benzylamino)methyl)-2-methoxybenzyl)-2-ethoxy-9H-purin-8-ol NC1=C2N=C(N(C2=NC(=N1)OCC)CC1=C(C=C(C=C1)CNCC1=CC=CC=C1)OC)O